ClC1=C(C=C(OCC(=O)NC23CC(C2)(C3)C3(CC(=NC=C3)C(=O)NCCO)C(=O)N)C=C1)F 4-{3-[2-(4-chloro-3-fluorophenoxy)acetylamino]Bicyclo[1.1.1]Pentan-1-yl}-N2-(2-hydroxyethyl)pyridine-2,4-dicarboxamide